hexyltriethylphosphonium C(CCCCC)[P+](CC)(CC)CC